2-[1-[(2,3-difluorophenyl)methyl]-5-oxopyrrolidin-2-yl]-N-[2-(3,5-dimethoxyphenyl)ethyl]acetamid FC1=C(C=CC=C1F)CN1C(CCC1=O)CC(=O)NCCC1=CC(=CC(=C1)OC)OC